ClC=1C=C2C=C(C=NC2=CC1)NC1=NC(=NC=C1)NC=1C=NC(=CC1OC)N1CCN(CC1)C 4-(6-chloro-3-quinolylamino)-2-[4-methoxy-6-(4-methyl-1-piperazinyl)-3-pyridylamino]pyrimidine